CC12CC3(CC(CC(C1)(C3)C)(C2)OCCOCCOCCO)CN2N=CC=C2C 1-{[3,5-dimethyl-7-(2-{2-[2-(hydroxy)ethoxy]ethoxy}ethoxy)tricyclo[3.3.1.13,7]dec-1-yl]methyl}-5-methyl-1H-pyrazole